[SH-].[Na+] sodium hydrosulphide